(4-bromophenyl)[bis(2,4,6-trimethylphenyl)]Borane BrC1=CC=C(C=C1)B(C1=C(C=C(C=C1C)C)C)C1=C(C=C(C=C1C)C)C